C(C)(=O)O[C@@H](CC)[C@@H]1CCCO1 (3R,5S)-5-((S)-1-acetoxypropyl)tetrahydrofuran